2-(2-fluorophenyl)-N-{4-[4-(2-methoxyethyl)-1H-pyrazol-1-yl]-3-sulfamoylphenyl}acetamide FC1=C(C=CC=C1)CC(=O)NC1=CC(=C(C=C1)N1N=CC(=C1)CCOC)S(N)(=O)=O